NC=1C2=CC=CC=C2C=2C=CC=CC2C1C#CC1=CC=C(C=C1)C 9-amino-10-(4-methylphenylethynyl)phenanthrene